vinyldimethoxy(methyl)silane C(=C)[Si](C)(OC)OC